4-(benzo[d]oxazol-6-yl)-1H-pyrrolo[2,3-c]pyridine O1C=NC2=C1C=C(C=C2)C2=C1C(=CN=C2)NC=C1